CC=1N=C2N(N=C(C=C2C)C2=CN3C(S2)=NC(=N3)C3CCNCC3)C1 4-(5-[2,8-dimethylimidazo[1,2-b]pyridazin-6-yl]-[1,2,4]triazolo[3,2-b][1,3]thiazol-2-yl)piperidine